tert-butyl 7-(3-hydroxypropyl)-2,3-dihydropyrrolo[3,2-b]pyridine-1-carboxylate OCCCC1=C2C(=NC=C1)CCN2C(=O)OC(C)(C)C